pyrazole-4,5-diamine N1N=CC(=C1N)N